The molecule is a 2-hydroxy fatty acid anion that is the conjugate base of 2-hydroxy-3-methylpentanoic acid, obtained by deprotonation of the carboxy group; major species at pH 7.3. It is a branched-chain fatty acid anion, a 2-hydroxy fatty acid anion and a short-chain fatty acid. It is a conjugate base of a 2-hydroxy-3-methylpentanoic acid. CCC(C)C(C(=O)[O-])O